2-[(2S)-4-[7-(8-methyl-1-naphthyl)-2-[[(3R)-1-methylpyrrolidin-3-yl]methoxy]-6,8-dihydro-5H-pyrido[3,4-d]pyrimidin-4-yl]piperazin-2-yl]acetonitrile CC=1C=CC=C2C=CC=C(C12)N1CC=2N=C(N=C(C2CC1)N1C[C@@H](NCC1)CC#N)OC[C@H]1CN(CC1)C